N-(5-methyl-1H-indazol-6-yl)-2-[3-methyl-5-(1-piperidylsulfonyl)indol-1-yl]propanamide CC=1C=C2C=NNC2=CC1NC(C(C)N1C=C(C2=CC(=CC=C12)S(=O)(=O)N1CCCCC1)C)=O